NCCOCCOCCOCCC(=O)NCCOC1=CC=C(C=C1)CCC1=NC2=C(N1CCN1CCOCC1)C=CC(=C2)C=2C(=NOC2C)C 3-(2-(2-(2-aminoethoxy)ethoxy)ethoxy)-N-(2-(4-(2-(5-(3,5-dimethylisoxazol-4-yl)-1-(2-morpholinoethyl)-1H-benzo[d]imidazol-2-yl)ethyl)phenoxy)ethyl)propanamide